CN(C(C(=O)C1=CNC2=CC=C(C=C12)SC)=O)C N,N-dimethyl-2-(5-(methylthio)-1H-indol-3-yl)-2-oxoacetamide